C(CCC)[Sn](C1=NC=CC(=C1)F)(CCCC)CCCC tributyl-(4-fluoro-2-pyridyl)stannane